BrC(=O)OCCCCC pentyl bromoformate